(2S,3S)-3-(2-(bis(t-butoxycarbonyl)amino)ethyl)-2-(t-butoxycarbonylamino)hex-4-enoic acid C(C)(C)(C)OC(=O)N(CC[C@H]([C@@H](C(=O)O)NC(=O)OC(C)(C)C)C=CC)C(=O)OC(C)(C)C